(3R)-tert-butyl 11,11-difluoro-8-(hydroxymethyl)-3-methyl-3,4,8,9,10,11-hexahydro-1H-pyrido[4',3':3,4]pyrazolo[1,5-a]azepine-2(7H)-carboxylate FC1(C=2N(CC(CC1)CO)N=C1C2CN([C@@H](C1)C)C(=O)OC(C)(C)C)F